tert-butyl 4-(3-(3-(4-chloro-2-(methoxy-d3)phenyl)-3-hydroxybutanoyl)-2-hydroxyphenyl)piperidine-1-carboxylate ClC1=CC(=C(C=C1)C(CC(=O)C=1C(=C(C=CC1)C1CCN(CC1)C(=O)OC(C)(C)C)O)(C)O)OC([2H])([2H])[2H]